FC=1C=C2CCCN3C2=C(C1)N(C3=O)C3=NC(=NC=C3)NC=3C(=CC(=C(C3)NC(C=C)=O)N3CC(C3)N3CC(CC3)SC)OC N-(5-((4-(8-fluoro-2-oxo-5,6-dihydro-4H-imidazo[4,5,1-ij]quinolin-1(2H)-yl)pyrimidin-2-yl)amino)-4-methoxy-2-(3-(3-(methylthio)pyrrolidin-1-yl)azetidin-1-yl)phenyl)acrylamide